ClCCN(C1=CC=C(C=C1)[C@@H](C(=O)O)CC)CCCl (s)-4-[bis(2-chloroethyl)amino]phenylbutyric acid